tert-butyl (3-((7-acetyl-5-methyl-4-oxo-4,5,6,7,8,9-hexahydro-3H-pyrido[4',3':4,5]pyrrolo[2,3-d]pyridazin-3-yl)methyl)phenyl)carbamate C(C)(=O)N1CC2=C(C3=C(C(N(N=C3)CC=3C=C(C=CC3)NC(OC(C)(C)C)=O)=O)N2C)CC1